N1(C=NC=C1)C1=NC(=NC(=C1)NC=1SC(=CN1)C=1OC(=NN1)C1=CC=CC=C1)NC1CCC(CC1)O 4-((4-(1H-imidazol-1-yl)-6-((5-(5-phenyl-1,3,4-oxadiazol-2-yl)thiazol-2-yl)Amino)pyrimidin-2-yl)amino)cyclohexan-1-ol